3-Methacryloxysulfolane C(C(=C)C)(=O)OC1CS(=O)(=O)CC1